N-(4-(5-Benzamido-1-methyl-1H-pyrazol-3-yl)phenyl)tetrahydrofuran-2-carboxamide C(C1=CC=CC=C1)(=O)NC1=CC(=NN1C)C1=CC=C(C=C1)NC(=O)C1OCCC1